C(C)(C)NC(=O)C1CCC(CC1)C(=O)OC methyl (1s,4s)-4-(isopropylcarbamoyl)cyclohexane-1-carboxylate